bis(5-methoxy-5-oxopentyl)(2E,4E,6E,8E,10E,12E,14E)-2,6,11,15-tetramethylhexadecane COC(CCCCC(C(CCCC(CCCCC(CCCC(C)C)C)C)C)CCCCC(OC)=O)=O